C(CCCC=C)OC1=C(C=CC(=C1)C(=O)OC)[C@H]1N(CC[C@@H](C1)O)C(=O)OC(C)(C)C tert-butyl (2s,4s)-2-(2-(hex-5-en-1-yloxy)-4-(methoxycarbonyl) phenyl)-4-hydroxypiperidine-1-carboxylate